N(C1=CC=CC=C1)C([C@H](CC1=CC=C(C=C1)C1=C(C=C(C=C1)OCCCCNC(=O)OC(C)(C)C)CC)NC(OCC1C2=CC=CC=C2C=2C=CC=CC12)=O)=O 9H-fluoren-9-ylmethyl N-[(1S)-2-anilino-1-[[4-[4-[4-(tert-butoxycarbonylamino)butoxy]-2-ethyl-phenyl]phenyl]methyl]-2-oxo-ethyl]carbamate